CC(C)(C)OC(C(CC(C)C)N1C(=NC2=C1C=CC(=C2)NC(C)=O)C2=C(C(=CC(=C2)Cl)Cl)O)=O [5-(acetylamino)-2-(3,5-dichloro-2-hydroxyphenyl)benzo[d]imidazol-1-yl]-4-methylpentanoic acid-2-methylpropan-2-yl ester